ethyl 2-(2-(2-chloro-4-hydroxyphenyl)thiazol-4-yl)acetate ClC1=C(C=CC(=C1)O)C=1SC=C(N1)CC(=O)OCC